sodium p-aminobenzoyl-L-glutamate NC1=CC=C(C(=O)N[C@@H](CCC(=O)[O-])C(=O)[O-])C=C1.[Na+].[Na+]